tert-Butyl 2-(6-(6-(difluoromethyl)imidazo[1,2-b]pyridazin-3-yl)pyrimidin-4-yl)-2,6-diazaspiro[3.5]nonane-6-carboxylate FC(C=1C=CC=2N(N1)C(=CN2)C2=CC(=NC=N2)N2CC1(C2)CN(CCC1)C(=O)OC(C)(C)C)F